P(O)(O)(O)=O.FC1=C(C(=O)NC(C(F)(F)F)C)C=C(C=C1)F 2,5-difluoro-N-(1,1,1-trifluoropropan-2-yl)benzamide phosphoric acid salt